(E)-N-(2,6-difluoro-4-(8-(4-methoxy-1,2-dimethyl-6-(trifluoromethyl)-1H-benzo[d]imidazol-5-yl)indolizine-3-carbonyl)phenyl)-4-((tetrahydro-2H-pyran-4-yl)amino)but-2-enamide FC1=C(C(=CC(=C1)C(=O)C1=CC=C2C(=CC=CN12)C1=C(C2=C(N(C(=N2)C)C)C=C1C(F)(F)F)OC)F)NC(\C=C\CNC1CCOCC1)=O